N-(5-(2-(2,5-difluorophenyl)pyrrolidin-1-yl)pyrazolo[1,5-a]pyrimidin-3-yl)-2-methyl-2-(1H-1,2,4-triazol-1-yl)propanamide FC1=C(C=C(C=C1)F)C1N(CCC1)C1=NC=2N(C=C1)N=CC2NC(C(C)(N2N=CN=C2)C)=O